5-fluoro-pyridine-2-carbaldehyde FC=1C=CC(=NC1)C=O